(R)-(6-methoxy-7-methyl-1-((2-(trimethylsilyl)ethoxy)methyl)-1H-imidazo[4,5-b]pyridin-2-yl)(5-methyl-7,8-dihydro-1,6-naphthyridin-6(5H)-yl)methanone COC=1C(=C2C(=NC1)N=C(N2COCC[Si](C)(C)C)C(=O)N2[C@@H](C=1C=CC=NC1CC2)C)C